CNC(=O)N1CC2=C(CC1)N(N=C2)C2CCOCC2 N-methyl-1-(tetrahydro-2H-pyran-4-yl)-1,4,6,7-tetrahydro-5H-pyrazolo[4,3-c]pyridine-5-carboxamide